4-(Trifluoromethyl)-1,3-benzoxathiolan-3-oxid FC(C1=CC=CC2=C1S(CO2)=O)(F)F